C(CCCCCCCCCCCCCCC)[N+]1=CC=CC=C1 Cetyl-Pyridinium